FC=1C=C(CN2C(NCC2=O)=O)C=CC1 3-(3-fluorobenzyl)-2,4-imidazolidinedione